3-{5-[(R)-(1,3-Dimethyl-azetidin-3-yl)-hydroxy-(4-isopropyl-phenyl)-methyl]-pyridin-3-yl}-1-(tetrahydro-pyran-4-yl)-propan-1-ol CN1CC(C1)(C)[C@@](C=1C=C(C=NC1)CCC(O)C1CCOCC1)(C1=CC=C(C=C1)C(C)C)O